N=[N] iminonitrogen